4-amino-3-(4-sulfobutoxy)benzoic acid NC1=C(C=C(C(=O)O)C=C1)OCCCCS(=O)(=O)O